Trihydroxystearic acid OC(CCCCCCCCCCCCCCCCC(=O)O)(O)O